2-(6-(((1R,3S,5S)-8-azabicyclo[3.2.1]octan-3-yl)(methyl)amino)pyridazin-3-yl)-5-(2-methyloxazol-5-yl)phenol [C@H]12CC(C[C@H](CC1)N2)N(C2=CC=C(N=N2)C2=C(C=C(C=C2)C2=CN=C(O2)C)O)C